C1(=CC=CC=C1)C1=CC=CC=2N=C(NC21)S(=O)(=O)O phenylbenzimidazole-sulfonic acid